diethyl-hexyl-oxyphenol C(C)C1=C(C(=C(C=C1)O)OCCCCCC)CC